amino-butanenitrile NC(C#N)CC